(R)-6-(2-hydroxy-2-(3-(trifluoromethyl)phenyl)acetyl)-2-(1-(4-((tetrahydro-2H-pyran-4-yl)ethynyl)thiophen-2-yl)cyclopropyl)-3,5,6,7,8,9-hexahydro-4H-pyrimido[5,4-c]azepin-4-one O[C@@H](C(=O)N1CC2=C(CCC1)N=C(NC2=O)C2(CC2)C=2SC=C(C2)C#CC2CCOCC2)C2=CC(=CC=C2)C(F)(F)F